COC1=C(C=CC=C1)C=1CN(C=CC1)C=1SC=2C(=NC=C(N2)C2=CC=C(C=C2)C)N1 3-(2-methoxyphenyl)-N-(6-(4-methylphenyl)thiazolo[4,5-b]pyrazin-2-yl)pyridine